(2-fluoro-6-methoxyphenyl)-N-(5-(2-methoxyethoxy)-1,3,4-thiadiazol-2-yl)-6-methylnicotinamide FC1=C(C(=CC=C1)OC)C1=C(C(=O)NC=2SC(=NN2)OCCOC)C=CC(=N1)C